trans-2,3,4-trimethoxycinnamic acid COC1=C(/C=C/C(=O)O)C=CC(=C1OC)OC